(2Z,2R)-N-hydroxy-4-(p-tolylsulfonyl)morpholine-2-carboximidoyl chloride ON=C([C@H]1CN(CCO1)S(=O)(=O)C1=CC=C(C=C1)C)Cl